ClC1=C(C(=CC=C1)Cl)N1N=C(C(=C1)NC1=CC=C(C=C1)C=1N=NC=CC1)C(=O)N 1-(2,6-dichlorophenyl)-4-((4-(pyridazin-3-yl)phenyl)amino)-1H-pyrazole-3-carboxamide